1-(2-hydroxy-2-methylpropyl)piperidine OC(CN1CCCCC1)(C)C